2-(4-((9-bromo-1-methyl-6,7-dihydro-5H-benzo[c][1,2,3]triazolo[1,5-a]azepin-7-yl)amino)phenoxy)ethanol BrC1=CC2=C(C=3N(CCC2NC2=CC=C(OCCO)C=C2)N=NC3C)C=C1